N1=C(N=CC2=C1C=CN2)C(=O)N 5H-pyrrolo[3,2-d]pyrimidine-2-carboxamide